FC=1C(=NC(=CN1)C(F)(F)F)N1CC2(CC1)CCN(CC2)C(=O)OC(C)(C)C tert-butyl 2-(3-fluoro-6-(trifluoromethyl)pyrazin-2-yl)-2,8-diazaspiro[4.5]decane-8-carboxylate